C(C)(C)OC(=O)C1(CSCC1CC(=O)OCC)N1C2=NC=NC(=C2N=C1)Cl (Rac)-isopropyl-3-(6-chloro-9H-purin-9-yl)-4-(2-ethoxy-2-oxoethyl)tetrahydrothiophene-3-carboxylate